P(OC=C)([O-])=O (E)-vinyl phosphonate